C(C)(C)C=1C=C(C=CC1)C1CC2(CN([C@@H]2C)C=O)CC1 ((R)-6-(3-isopropylphenyl)-1-methyl-2-azaspiro[3.4]octan-2-yl)methanone